C(C)(C)(C)C=1C=C(C=C(C1)C(C)(C)C)C1=CC(=CC(=C1)Cl)C1=CC(=CC(=C1)C(C)(C)C)C(C)(C)C 3,3'',5,5''-tetra-t-butyl-5'-chloro-1,1':3',1''-terphenyl